N-((2-(allyloxy)-4,5-dichlorophenyl)(1-(3-hydroxy-3-methylbutanoyl)piperidin-4-yl)methyl)-2-methylpropane-2-sulfinamide C(C=C)OC1=C(C=C(C(=C1)Cl)Cl)C(NS(=O)C(C)(C)C)C1CCN(CC1)C(CC(C)(C)O)=O